C(C)(C)(C)OC(=O)N1C(=C(C2=CC(=CC=C12)OC1CCN(CC1)C(=O)OC(C)(C)C)C(C)C)C1=CC(=NC(=C1)C)C 5-((1-(tert-butoxycarbonyl)piperidin-4-yl)oxy)-2-(2,6-dimethylpyridin-4-yl)-3-isopropyl-1H-indole-1-carboxylic acid tert-butyl ester